N-vinyl-aziridine-2-one C(=C)N1C(C1)=O